BrC1=CC(=C(C=CC(C)(S(=O)N)C)C=C1)C (4-bromo-2-methylbenzylidene)-2-methylpropane-2-sulfinamide